2-(ethoxycarbonyl)phenylboronic acid C(C)OC(=O)C1=C(C=CC=C1)B(O)O